Cl.Cl.N[C@]1([C@@H](CC[C@H](C1)CCB(O)O)CNC([C@H](CC1=CC=CC=C1)N)=O)C(=O)O (1R,2S,5R)-1-Amino-2-(((S)-2-amino-3-phenylpropanamido)methyl)-5-(2-boronoethyl)cyclohexane-1-carboxylic acid dihydrochloride